C(CC)[Te](CCCCC)(CCCCC)CCC dipropyl-diamyl-tellurium